5-bromo-2-fluoro-N-[(1R)-1-[3-hydroxy-5-(trifluoromethyl)phenyl]ethyl]pyridine-3-carboxamide BrC=1C=C(C(=NC1)F)C(=O)N[C@H](C)C1=CC(=CC(=C1)C(F)(F)F)O